N[C@H](C(=O)OC)CC1=C(C=C(C=C1)Br)OC methyl (S)-2-amino-3-(4-bromo-2-methoxyphenyl)propanoate